tert-Butyl ((3-(((3aR,4s,6S,6aS)-6-hydroxy-2,2-dimethyltetrahydro-4H-cyclopenta[d][1,3]dioxol-4-yl)methyl)cyclobutyl)methyl)(phenethyl)carbamate O[C@H]1C[C@@H]([C@@H]2[C@H]1OC(O2)(C)C)CC2CC(C2)CN(C(OC(C)(C)C)=O)CCC2=CC=CC=C2